NCCCN1CCN(CC1)CCCN N,N'-di(3-aminopropyl)piperazine